NC=1C=2N(C3=CC(=C(C=C3N1)F)C(=O)N1[C@H]3C4=C([C@@H](CC1)C3)N=C(C=C4)C(F)(F)F)C=NC2 |r| Rac-(4-amino-7-fluoroimidazo[1,5-a]quinoxalin-8-yl)((5R,9S)-2-(trifluoromethyl)-5,7,8,9-tetrahydro-6H-5,9-methanopyrido[3,2-c]azepin-6-yl)methanone